ethyl (S)-2-((S)-3-(4-(bis(2-chloroethyl)amino)phenyl)-2-((tert-butoxycarbonyl)amino)propanamido)-3-(4-fluorophenyl)propanoate ClCCN(C1=CC=C(C=C1)C[C@@H](C(=O)N[C@H](C(=O)OCC)CC1=CC=C(C=C1)F)NC(=O)OC(C)(C)C)CCCl